7-methyltetrazolo[1,5-a]pyridin-6-amine CC1=CC=2N(C=C1N)N=NN2